2-(p-tolyl-sulfonyloxy)acetate C1(=CC=C(C=C1)S(=O)(=O)OCC(=O)[O-])C